ClC=1C(=NC=CC1C=1C2=C(N(N1)C(=O)N1CCN3CCC1CC3)CCC2)OC [3-(3-chloro-2-methoxy-4-pyridyl)-5,6-dihydro-4H-cyclopenta[c]pyrazol-1-yl]-(1,4-diazabicyclo[3.2.2]nonan-4-yl)meth-anone